3-(difluoromethoxy)-4-(3-methyl-4-methanesulfonyl-phenyl)-1H-pyrazolo[4,3-b]pyridin-5-one FC(OC1=NNC2=C1N(C(C=C2)=O)C2=CC(=C(C=C2)S(=O)(=O)C)C)F